ClC1=CC=C(C(=N1)C=1C=NN(C1)C)NC(C)C1=C2CC3(CCC4=CC=CC=C34)N(C(C2=CC(=C1)C)=O)C 5-[1-[[6-chloro-2-(1-methylpyrazol-4-yl)-3-pyridyl]amino]ethyl]-2,7-dimethyl-spiro[4H-isoquinoline-3,1'-indane]-1-one